CN1N=C(C=C1C1=CN=C(C2=CNC(C=C12)=O)N(C(OC(C)(C)C)=O)CC1=C(C=CC2=C1CCO2)F)C tert-butyl (4-(1,3-dimethyl-1H-pyrazol-5-yl)-6-oxo-6,7-dihydro-2,7-naphthyridin-1-yl)((5-fluoro-2,3-dihydrobenzofuran-4-yl)methyl)carbamate